N-butyl-biguanide hydrochloride Cl.C(CCC)NC(=N)NC(=N)N